((3-(7,7,8-trifluorooctyl)-1,2,4-oxadiazol-5-yl)methyl)acrylic acid FC(CCCCCCC1=NOC(=N1)CC(C(=O)O)=C)(CF)F